ethyl (R)-2-(1-(6-(5-(hydroxymethyl)-1-methyl-1H-1,2,3-triazol-4-yl)-2-methylpyridin-3-yl)piperidin-3-yl)acetate OCC1=C(N=NN1C)C1=CC=C(C(=N1)C)N1C[C@H](CCC1)CC(=O)OCC